4-[5-chloro-2-(2-fluoro-4-pyridyl)-6-oxo-1H-pyrimidin-4-yl]-6,6-difluoro-1,4-diazepan-1-carboxylic acid tert-butyl ester C(C)(C)(C)OC(=O)N1CCN(CC(C1)(F)F)C=1N=C(NC(C1Cl)=O)C1=CC(=NC=C1)F